5-(1-(2,2-difluoroethyl)-2-methyl-1H-imidazo[4,5-b]pyridin-6-yl)-N-(trans-4-ethoxycyclohexyl)pyrrolo[2,1-f][1,2,4]triazin-2-amine FC(CN1C(=NC2=NC=C(C=C21)C=2C=CN1N=C(N=CC12)N[C@@H]1CC[C@H](CC1)OCC)C)F